tert-butyl (R)-7-(1-(tert-butoxycarbonyl)piperidin-4-yl)-4-(4-(1-(3-(tert-butyl)-1,2,4-oxadiazole-5-carboxamido)ethyl)-3-methylphenyl)-9H-pyrimido[4,5-b]indole-9-carboxylate C(C)(C)(C)OC(=O)N1CCC(CC1)C1=CC=C2C3=C(N(C2=C1)C(=O)OC(C)(C)C)N=CN=C3C3=CC(=C(C=C3)[C@@H](C)NC(=O)C3=NC(=NO3)C(C)(C)C)C